CC1=NC=CC(=C1)C=1C=C2C=CN=C(C2=CN1)NCC=1C=NC=CC1 6-(2-methylpyridin-4-yl)-N-(pyridin-3-ylmethyl)-2,7-naphthyridin-1-amine